COC1=C(C=C(C=C1C(C)(C)C1=CC=CC=C1)C)C1=C(C=C(C=C1)C)C1=NC(=CC=C1)C1=C(C=CC(=C1)C)C1=C(C(=CC(=C1)C)C(C)(C)C1=CC=CC=C1)OC 2,6-bis(2'-methoxy-4,5'-dimethyl-3'-(2-phenylpropan-2-yl)-[1,1'-biphenyl]-2-yl)pyridine